1-oxa-9-azaspiro[5.5]undecane-3-carbaldehyde O1CC(CCC12CCNCC2)C=O